O1C(OC2=C1C=CC(=C2)N2C(=CC1=C2N=CN(C1=O)CC1(CCN(CC1)C(=O)C1(CC1)C)O)Cl)([2H])[2H] 7-(Benzo[d][1,3]dioxol-5-yl-2,2-d2)-6-chloro-3-((4-hydroxy-1-(1-methylcyclopropane-1-carbonyl)piperidin-4-yl)methyl)-3,7-dihydro-4H-pyrrolo[2,3-d]pyrimidin-4-one